2-amino-4-oxo-4,5,6,7-tetrahydrobenzo[b]thiophene-3-Carbonitrile NC1=C(C2=C(S1)CCCC2=O)C#N